(3S,6S,9S,12S,15S,18R)-6-(Aminomethyl)-15,16-dibutyl-9-cyclohexyl-3-((S)-1-hydroxyethyl)-13,18-dimethyl-12-propyl-1,4,7,10,13,16-hexaazacyclooctadecane-2,5,8,11,14-pentaone NC[C@H]1C(N[C@H](C(N[C@@H](CN([C@H](C(N([C@H](C(N[C@H](C(N1)=O)C1CCCCC1)=O)CCC)C)=O)CCCC)CCCC)C)=O)[C@H](C)O)=O